N1(CCC1)C1=NC=C(C=N1)CBr 2-(Azetidin-1-yl)-5-(bromomethyl)pyrimidine